5-(4-(4-(2-amino-4-(trifluoromethyl)pyrimidin-5-yl)-6-morpholino-1,3,5-triazin-2-yl)piperazin-1-yl)-N-hydroxypentanamide NC1=NC=C(C(=N1)C(F)(F)F)C1=NC(=NC(=N1)N1CCOCC1)N1CCN(CC1)CCCCC(=O)NO